2-(5-(3,4-difluorophenyl)-1,2,4-oxadiazol-3-yl)acetic acid FC=1C=C(C=CC1F)C1=NC(=NO1)CC(=O)O